C(C)(C)N1N=C(C=C1C1[C@H]2CC(C[C@@H]12)N1CC2(CS(C2)(=O)=O)CC1)C1=CCC2(OCCO2)CC1 6-((1R,3s,5S,6r)-6-(1-Isopropyl-3-(1,4-dioxaspiro[4.5]dec-7-en-8-yl)-1H-pyrazol-5-yl)bicyclo[3.1.0]hexan-3-yl)-2-thia-6-azaspiro[3.4]octane 2,2-dioxide